(4-chlorophenyl)-3-((3R,4R)-4-hydroxypyrrolidin-3-yl)-8-(pyridin-3-yl)pyrido[3,4-d]Pyrimidin-4(3H)-one ClC1=CC=C(C=C1)C=1N(C(C2=C(N1)C(=NC=C2)C=2C=NC=CC2)=O)[C@@H]2CNC[C@H]2O